1,6,6-trimethylcyclohexen-3-one CC1=CC(CCC1(C)C)=O